FC1=C(C(=CC=C1C(C)C)OC)CC(=O)OCC ethyl 2-(2-fluoro-3-isopropyl-6-methoxyphenyl)acetate